N-(3-(2-(4-(4-methylpiperazin-1-yl)phenylamino)-[1,2,4]triazolo[1,5-a]pyridin-5-yloxy)phenyl)but-2-ynamide CN1CCN(CC1)C1=CC=C(C=C1)NC1=NN2C(C=CC=C2OC=2C=C(C=CC2)NC(C#CC)=O)=N1